7-Methoxy-4H-chromen-4-one COC1=CC=C2C(C=COC2=C1)=O